tert-butyl-3-formylazetidine C(C)(C)(C)N1CC(C1)C=O